C(C1=CC(=C(N)C(=C1)CC)C)C1=CC(=C(N)C(=C1)CC)C 4,4'-methylene-bis(2-methyl-6-ethylaniline)